5-((tert-butyldimethylsilyl)ethynyl)pyridin [Si](C)(C)(C(C)(C)C)C#CC=1C=CC=NC1